monosodium dodecyl amino diacetate C(C)(=O)OCCCCCCCCCCCC.C(C)(=O)ON.[Na]